difluoromethyl-dimethylsilane FC(F)[SiH](C)C